CC1=CC=C(C=C1)C1=CC=C(C=C1)C([C@H](C)OC(=O)N1C(NC(C1)C(=O)[O-])=O)(O)C1=CC=C(C=C1)C1=CC=C(C=C1)C (((((S)-1,1-bis(4'-methyl-[1,1'-biphenyl]-4-yl)-1-hydroxypropan-2-yl)) oxy) carbonyl)-2-oxoimidazolidine-4-carboxylate